methyl-4-phenethoxybut-3-en CCCC=COCCC1=CC=CC=C1